7-methoxypyrido[3,2-D]pyrimidine COC1=CC=2N=CN=CC2N=C1